NC=1N2C(C=3N(C(N(C3N1)CCN1CCN(CC1)C=1C(=CC(=C(C(=O)N(C)CCN(C)C)C1)F)F)=O)C)=CC(=N2)C=2OC=CC2 5-(4-(2-(5-amino-8-(furan-2-yl)-1-methyl-2-oxo-1H-pyrazolo[5,1-i]purin-3(2H)-yl)ethyl)piperazin-1-yl)-N-(2-(dimethylamino)ethyl)-2,4-difluoro-N-methylbenzamide